CC=1C=C2C(C=C(OC2=C(C1)C(C)NC1=C(C(=O)O)C=CC=C1)C=1C=C2C=CN(C(C2=CC1)=O)C)=O 2-((1-(6-methyl-2-(2-methyl-1-oxo-1,2-dihydroisoquinolin-6-yl)-4-oxo-4H-chromen-8-yl)ethyl)amino)benzoic acid